2-methyl-3-(naphthalene-2-yl)-5-(thiophene-2-yl)-1H-pyrrole CC=1NC(=CC1C1=CC2=CC=CC=C2C=C1)C=1SC=CC1